ClC1=C(C(=CC=C1)Cl)C1=NOC(=C1COC=1N=CC(=NC1)C1(CC(C1)C=1C=C(C(=O)O)C=C(C1)C)O)C(C)C 3-(3-(5-((3-(2,6-dichlorophenyl)-5-isopropylisoxazol-4-yl)methoxy)pyrazine-2-yl)-3-hydroxycyclobutyl)-5-methyl-benzoic acid